CC1(C(N=CC(=C1)N)N1N=CC=N1)N 3-methyl-2-(2H-1,2,3-triazol-2-yl)pyridine-3,5-diamine